2-(4-Fluorophenyl)-3-(3,4,5-trimethoxyphenyl)thiazolidin-4-one FC1=CC=C(C=C1)C1SCC(N1C1=CC(=C(C(=C1)OC)OC)OC)=O